((1s,4s,7s)-7-amino-2-azabicyclo[2.2.1]heptan-2-yl)-5-(4-chloro-2-methyl-2H-indazol-5-yl)-3-methyl-3,7-dihydro-4H-pyrrolo[2,3-d]pyrimidin-4-one N[C@@H]1[C@H]2N(C[C@@H]1CC2)C=2N(C(C1=C(N2)NC=C1C1=C(C2=CN(N=C2C=C1)C)Cl)=O)C